N-Boc-glutamine C(=O)(OC(C)(C)C)N[C@@H](CCC(N)=O)C(=O)O